5-(4-(diphenyl(3-(4,4,5,5-tetramethyl-1,3,2-dioxaborolan-2-yl)phenyl)silyl)phenyl)-2,3-diphenylpyrazine C1(=CC=CC=C1)[Si](C1=CC=C(C=C1)C=1N=C(C(=NC1)C1=CC=CC=C1)C1=CC=CC=C1)(C1=CC(=CC=C1)B1OC(C(O1)(C)C)(C)C)C1=CC=CC=C1